2H-isoindoledione C1(NC(C2=CC=CC=C12)=O)=O